N-(5-cyanoadamantan-2-yl)-2-(4-((1-(2-(2,6-dioxopiperidin-3-yl)-1,3-dioxoisoindolin-5-yl)azetidin-3-yl)ethynyl)-1H-pyrazol-1-yl)-2-methylpropanamide C(#N)C12CC3C(C(CC(C1)C3)C2)NC(C(C)(C)N2N=CC(=C2)C#CC2CN(C2)C=2C=C3C(N(C(C3=CC2)=O)C2C(NC(CC2)=O)=O)=O)=O